C(CCCCCCCCCCCCCCC=C)(=O)O heptadec-16-enoic acid